ClC1=C(C(=O)NC=2C=NC(=C(C2)Cl)NN2C(CCC2)=O)C=C(C(=C1)C1=C(C=NC=C1)C#C)F 2-Chloro-N-(5-chloro-6-((2-oxopyrrolidin-1-yl)amino)pyridin-3-yl)-4-(3-ethynylpyridin-4-yl)-5-Fluorobenzamide